CN(C(=O)NC=1C(N(C=C(C1)C(F)(F)F)C)=O)[C@H]1CC=C(CC1)C=1N=C2C(=NC1)NC=C2N2CCOCC2 (R)-1-methyl-3-(1-methyl-2-oxo-5-(trifluoromethyl)-1,2-dihydropyridin-3-yl)-1-(4-(7-morpholino-5H-pyrrolo[2,3-b]pyrazin-2-yl)cyclohex-3-en-1-yl)urea